(3S,4R)-4-((6-(2,2-difluorocyclopropyl)-5-fluoro-7-isopropylpyrrolo[2,1-f][1,2,4]triazin-2-yl)amino)tetrahydro-2H-pyran-3-ol FC1(C(C1)C=1C(=C2C=NC(=NN2C1C(C)C)N[C@H]1[C@@H](COCC1)O)F)F